ClC=1C=C(C=CC1F)NC(N([C@@H](C)C1=CN=C(C2=CC=CC=C12)OC)CCOCC)=O (S)-3-(3-chloro-4-fluorophenyl)-1-(2-ethoxyethyl)-1-(1-(1-methoxyisoquinolin-4-yl)ethyl)urea